NC1(CC1)C1=CC(=NC(=C1)Cl)NCC(F)(F)F 4-(1-aminocyclopropyl)-6-chloro-N-(2,2,2-trifluoroethyl)pyridin-2-amine